7-bromobenzo[D][1,3]dioxol-4-one BrC=1C=CC(C2C1OCO2)=O